(R,Z)-N-(1-(2-(1-methoxycyclopropyl)-3,6-dimethyl-4-oxo-3,4-dihydroquinazolin-8-yl)ethylidene)-2-methylpropane-2-sulfinamide COC1(CC1)C1=NC2=C(C=C(C=C2C(N1C)=O)C)\C(\C)=N/[S@](=O)C(C)(C)C